N-(4-(2-((4-(dimethylamino)-3-fluorocyclohexyl)amino)-8-isopropyl-7-oxo-7,8-dihydropyrido[2,3-d]pyrimidin-6-yl)-2,3,6-trifluorophenyl)-3,3,3-trifluoropropane-1-sulfonamide CN(C1C(CC(CC1)NC=1N=CC2=C(N1)N(C(C(=C2)C2=C(C(=C(C(=C2)F)NS(=O)(=O)CCC(F)(F)F)F)F)=O)C(C)C)F)C